C[C@@H](C(=O)N[C@H](CCC(=O)[O-])C(=O)[O-])[NH3+] The molecule is a peptide anion that is the conjugate base of L-alanyl-D-glutamic acid, arising from deprotonation of the the two carboxy groups and protonation of the amino group; major species at pH 7.3.